COC=1C=C(C=CC(=O)O)C=C(C1OC)OC 3,4,5-Trimethoxycinnamic acid